ClC=1C(=NN(C1C=1C=NC(=CC1)F)C1=NC=CC=C1SCCl)OC(C(=O)OC)OC methyl {[4-chloro-1-{3-[(chloromethyl)sulfanyl]pyridin-2-yl}-5-(6-fluoropyridin-3-yl)-1H-pyrazol-3-yl]oxy}(methoxy)acetate